NC=1C=C(C=2C=CC3=C(C=C(C=4C=CC1C2C43)S(=O)(=O)O)S(=O)(=O)O)S(=O)(=O)O 8-amino-1,3,6-pyrenetrisulfonic acid